ClCOC(=O)N1C[C@@H](O[C@@H](C1)C)C (2S,6R)-2,6-dimethylmorpholine-4-carboxylic acid chloromethyl ester